(2R,4S)-tert-butyl 4-((5-cyclopropyl-3-(2,6-dichlorophenyl)isoxazol-4-yl)methoxy)-2-methylpiperidine-1-carboxylate C1(CC1)C1=C(C(=NO1)C1=C(C=CC=C1Cl)Cl)CO[C@@H]1C[C@H](N(CC1)C(=O)OC(C)(C)C)C